(2-(4-difluoromethoxy-3-isopropoxyphenyl)oxazol-4-yl)methanol tert-Butyl-(2-(4'-cyano-2'-((2-methyl-6-(neopentyloxy)pyrimidin-4-yl)oxy)-[1,1'-biphenyl]-4-yl)ethyl)carbamate C(C)(C)(C)N(C(=O)OCC=1N=C(OC1)C1=CC(=C(C=C1)OC(F)F)OC(C)C)CCC1=CC=C(C=C1)C1=C(C=C(C=C1)C#N)OC1=NC(=NC(=C1)OCC(C)(C)C)C